C(C)N1C=NC(C=C1)=O ethyl-1,4-dihydropyrimidin-4-one